2-(6-((E)-((1S,2R,5R)-2-fluoro-9-azabicyclo[3.3.1]nonan-3-ylidene)methyl)pyridazin-3-yl)-5-(1H-imidazol-1-yl)phenol F[C@H]\1[C@@H]2CCC[C@H](C/C1=C\C1=CC=C(N=N1)C1=C(C=C(C=C1)N1C=NC=C1)O)N2